2-((1-(3,4,7-Trimethyl-5-oxo-4,5-dihydroimidazo[1,5-a]quinazolin-9-yl)ethyl)amino)benzoic acid CC=1N=CN2C1N(C(C1=CC(=CC(=C21)C(C)NC2=C(C(=O)O)C=CC=C2)C)=O)C